phosphinocholine POCC[N+](C)(C)C